O=C1NC(CCC1C1=CC=C(CN2CCN(CC2)C2=CC=C(C=N2)C=2C=C(C=3C=NN(C3C2)C(C)C)C(=O)NCC=2C(NC(=CC2CCC)C)=O)C=C1)=O 6-(6-(4-(4-(2,6-dioxopiperidin-3-yl)benzyl)piperazin-1-yl)pyridin-3-yl)-1-isopropyl-N-((6-methyl-2-oxo-4-propyl-1,2-dihydropyridin-3-yl)methyl)-1H-indazole-4-carboxamide